N1C=CC2=C(C=CC=C12)N1CCN(CC1)C(=O)NC1=CC=CC=C1 4-(1H-indol-4-yl)-N-phenylpiperazine-1-carboxamide